C(C1=CC=CC=C1)OC1CC(C1)OC1=C(C=C(C=C1)F)F 1-(3-(benzyloxy)cyclobutoxy)-2,4-difluorobenzene